CC1(OCC=C(CO1)C=O)CC 2-methyl-2-ethyl-5-formyl-4,7-dihydro-1,3-dioxepin